CC(=CCCC1=CC=CC=C1)C(CC)C (4,5-dimethyl-3-hepten-1-yl)benzene